CC1CCCC2C1(O2)COC(=O)C2CC1C(CC2)O1.C1(C=CC(N1C1=C(OC2=C(C(=C(C=C2)OC2=C(C=CC=C2)N2C(C=CC2=O)=O)C(F)(F)F)C(F)(F)F)C=CC=C1)=O)=O 1,4-bis(2-maleimidophenoxy)-2,3-bis(trifluoromethyl)benzene epoxy-6-methylcyclohexylmethyl-3,4-epoxycyclohexanecarboxylate